C(C)(=O)OC1=CC(=CC=C1)C1=NOC(=N1)C(C)NC(=O)C1=CC(=NN1C)C(F)(F)F 3-(5-(1-(1-methyl-3-(trifluoromethyl)-1H-pyrazole-5-carboxamido)ethyl)-1,2,4-oxadiazol-3-yl)phenyl acetate